N-[4-(2-aminoethylcarbamoyl)-3-chloro-phenyl]-5-[4-(cyanomethoxy)-2,3-difluorophenyl]-1-methyl-imidazole-2-carboxamide NCCNC(=O)C1=C(C=C(C=C1)NC(=O)C=1N(C(=CN1)C1=C(C(=C(C=C1)OCC#N)F)F)C)Cl